ClC=1C=C(C=CC1Cl)C1=CC=C(C(=O)O)C=C1 4-(3,4-Dichlorophenyl)benzoic acid